N-(β-Ketocaproyl)-L-homoserine O=C(CC(=O)N[C@@H](CCO)C(=O)O)CCC